(S)-3-amino-N-methylbutanamide N[C@H](CC(=O)NC)C